S1C=NC2=C1C=C(C=C2)NC2=CC(=C(C=N2)C(=O)OCC)NC2CC2 2-Ethyl 6-(1,3-benzothiazol-6-ylamino)-4-(cyclopropylamino)pyridine-3-carboxylate